CC=1C=C(C=C(C1)C)C1=CC(=NC2=CC=CC=C12)NS(=O)(=O)C1=CC=CC=C1 N-[4-(3,5-dimethylphenyl)-2-quinolyl]benzenesulfonamide